6-bromo-5-chloro-1-methyl-1H-benzo[d]imidazole BrC=1C(=CC2=C(N(C=N2)C)C1)Cl